6-chloro-N-(4-chloro-3-methyl-1,2-thiazol-5-yl)-7-[1-(oxolan-3-yl)piperidin-4-yl]quinazolin-2-amine ClC=1C=C2C=NC(=NC2=CC1C1CCN(CC1)C1COCC1)NC1=C(C(=NS1)C)Cl